ClC1=C(C=CC=C1B1OC(C(O1)(C)C)(C)C)N1C(CCCC1=O)=O (2-chloro-3-(4,4,5,5-tetramethyl-1,3,2-dioxaborolan-2-yl)phenyl)piperidine-2,6-dione